[(3R,3aR,6S,6aR)-6-[(E)-3-(1H-indol-3-yl)prop-2-enoyl]oxy-2,3,3a,5,6,6a-hexahydrofuro[3,2-b]furan-3-yl] (E)-3-(1H-indol-3-yl)prop-2-enoate N1C=C(C2=CC=CC=C12)/C=C/C(=O)O[C@H]1[C@@H]2[C@H](OC1)[C@H](CO2)OC(\C=C\C2=CNC1=CC=CC=C21)=O